NC1=NC=C2C(C=NC2=N1)F 2-amino-7-fluoro-7-deazapurine